7-isopropoxy-2-(1-methyl-2-oxabicyclo[2.2.1]heptan-4-yl)imidazo[1,2-a]pyridine-6-carboxylic acid C(C)(C)OC1=CC=2N(C=C1C(=O)O)C=C(N2)C21COC(CC2)(C1)C